2-amino-N-(5-chloropyrazin-2-yl)-2-methyl-propionamide NC(C(=O)NC1=NC=C(N=C1)Cl)(C)C